(S)-5,6-dichloro-1'-(1H-pyrazole-3-carbonyl)spiro[indoline-3,3'-pyrrolidin]-2-one ClC=1C=C2C(=CC1Cl)NC([C@]21CN(CC1)C(=O)C1=NNC=C1)=O